FC1=C(C(=C2C=CNC2=C1F)S(=O)(=O)C)OC1=CC(=C(C=C1)F)C=1NC=C(N1)C1(CCOC2=CC=CC=C12)C 6,7-difluoro-5-[4-fluoro-3-[4-(4-methylchroman-4-yl)-1H-imidazol-2-yl]phenoxy]-4-methylsulfonyl-1H-indole